ClC=1C(=CC(=NC1)NC(NC1CCC(CC1)C(=O)NC)=O)C1=C2N(N=C1)CC(C2)(C)C (1r,4r)-4-(3-(5-chloro-4-(5,5-dimethyl-5,6-dihydro-4H-pyrrolo[1,2-b]pyrazol-3-yl)pyridin-2-yl)ureido)-N-methylcyclohexane-1-carboxamide